1-methylhexahydropyrimidine-2,4-dione CN1C(NC(CC1)=O)=O